O1C(CCCC1)N1C=NC(=C1)N 1-(tetrahydro-2H-pyran-2-yl)-1H-imidazol-4-amine